dimethyl (E)-(4-((tert-butyldiphenylsilyl)oxy)but-1-en-1-yl)phosphonate [Si](C1=CC=CC=C1)(C1=CC=CC=C1)(C(C)(C)C)OCC/C=C/P(OC)(OC)=O